C1(CCC1)OC=1C=2N(C=C(N1)C(=O)NC1=NC(=CC=C1)C(F)F)C=C(N2)[C@]21CO[C@](CC2)(C1)C 8-Cyclobutoxy-N-(6-(difluoromethyl)pyridin-2-yl)-2-((1R,4S)-1-methyl-2-oxabicyclo[2.2.1]hept-4-yl)imidazo[1,2-a]pyrazine-6-carboxamide